C(C)(C)OC1=C(C2=CC=CC=C2C=C1)C=NNC(COC1=CC=CC=C1)=O N'-((2-isopropoxynaphthalen-1-yl)methylene)-2-phenoxyacetyl-hydrazine